FC1(C(CC1)C(=O)NN)F 2,2-difluorocyclobutanecarbohydrazide